C(N)(=O)CNC(CCN1C(N(C2(C1)CCC(CC2)(C2=CC=CC=C2)N(C)C)CCCOC)=O)=O CIS-N-(Carbamoyl-methyl)-3-[8-dimethylamino-1-(3-methoxy-propyl)-2-oxo-8-phenyl-1,3-diazaspiro[4.5]decan-3-yl]-propionamide